C1(CCCC1)S Cyclopentanethiol